BrC=1C=CC(=C(C1)C(CC(C)O)=O)I 1-(5-bromo-2-iodophenyl)-3-hydroxybutan-1-one